2-((trans)-2,5-diphenylphospholan-1-yl)ethan-1-ol C1(=CC=CC=C1)[C@@H]1P([C@H](CC1)C1=CC=CC=C1)CCO